BrC=1C(=C(C=CC1)NC(=O)C1=NN2C(C(CCC2)Cl)=C1)Cl N-(3-bromo-2-chloro-phenyl)-4-chloro-4,5,6,7-tetrahydropyrazolo[1,5-a]pyridine-2-carboxamide